C(C)(=O)NCC1C(N=[C-]O1)=O 5-(acetamidomethyl)-2-oxazolidone